(R)-4-[6-(fluoromethyl)-2-(5-fluoro-2-pyridyl)-6-methyl-5,7-dihydro-4H-pyrazolo[1,5-a]pyridin-3-yl]pyridin-2-amine FC[C@@]1(CCC=2N(C1)N=C(C2C2=CC(=NC=C2)N)C2=NC=C(C=C2)F)C